BrCCCCCCCS(=O)(=O)N(CCCCCCCC)CCCCCCCC 7-bromo-N,N-dioctylheptane-1-sulfonamide